N-(3-((2-Oxa-5-azabicyclo[2.2.1]heptan-5-yl)methyl)-5-(trifluoromethyl)phenyl)-6-(imidazo[1,2-a]pyridin-3-carbonyl)-4,5,6,7-tetrahydrothieno[2,3-c]pyridin-3-carboxamid C12OCC(N(C1)CC=1C=C(C=C(C1)C(F)(F)F)NC(=O)C1=CSC=3CN(CCC31)C(=O)C3=CN=C1N3C=CC=C1)C2